CNCC1=C(C=CC=C1Cl)Cl N-methyl-2,6-dichlorobenzylamine